4-(4-((5,7-dimethyl-1H-indol-4-yl)methyl)-1-methylpiperidin-3-yl)benzonitrile CC=1C(=C2C=CNC2=C(C1)C)CC1C(CN(CC1)C)C1=CC=C(C#N)C=C1